tricyclo[4.4.2.22,5]tetradecane C12C3CCC(C(CCCC1)CC2)CC3